C12(CC3CC(CC(C1)C3)C2)CC(=O)NN2C(C3=CC(=CC=C3C(=N2)C(C)C)C(F)(F)F)=O 2-(adamantan-1-yl)-N-[4-isopropyl-1-oxo-7-(trifluoromethyl)phthalazin-2(1H)-yl]acetamide